N-[4-fluoro-2-[rac-(3S)-3,4-dimethylpiperazin-1-yl]-5-[2-[rac-(2R)-2-methylmorpholin-4-yl]pyrimidin-5-yl]phenyl]-6-oxo-4-(trifluoromethyl)-1H-pyridine-3-carboxamide FC1=CC(=C(C=C1C=1C=NC(=NC1)N1C[C@H](OCC1)C)NC(=O)C1=CNC(C=C1C(F)(F)F)=O)N1C[C@@H](N(CC1)C)C |r|